FC1=C(C(=CC=C1)F)S(=O)(=O)NC=1C(=NC=C(C1)C=1C=C2C(=NC=NC2=CC1)N1CCC2(CN(C2)C(C(=C)F)=O)CC1)OC 2,6-difluoro-N-(5-(4-(2-(2-fluoroacryloyl)-2,7-diazaspiro[3.5]nonan-7-yl)quinazolin-6-yl)-2-methoxypyridin-3-yl)benzenesulfonamide